diphenyl-phosphinic acid octyl ester C(CCCCCCC)OP(=O)(C1=CC=CC=C1)C1=CC=CC=C1